OC1=C(C(=CC(=C1)O)O)CC(CC)=O 1-(2,4,6-trihydroxyphenyl)butanone